4-(6-(4-(4-aminopiperidin-1-yl)-4-oxobutyl)-2,6-diazaspiro[3.3]heptane-2-yl)-2-(2,6-dioxopiperidin-3-yl)isoindoline-1,3-dione NC1CCN(CC1)C(CCCN1CC2(CN(C2)C2=C3C(N(C(C3=CC=C2)=O)C2C(NC(CC2)=O)=O)=O)C1)=O